Cl.C(C)OC(=O)C1=CC=2C(=NC(=CC2)C(=O)OCC)N1C[C@H](C)N (S)-1-(2-aminopropyl)-1H-pyrrolo[2,3-b]pyridine-2,6-dicarboxylic acid diethyl ester hydrochloride